C1CC(=O)N(C1=O)OC(=O)C2=CC=CC=C2 O-benzoyl-N,N-succinylhydroxylamine